5-chloro-N-[3-fluoro-4-(2-{3-methyl-2-oxo-1h,2h,3h-imidazo[4,5-b]pyrazin-5-yl}ethynyl)pyridin-2-yl]-2-methoxypyridine-3-sulfonamide ClC=1C=C(C(=NC1)OC)S(=O)(=O)NC1=NC=CC(=C1F)C#CC=1N=C2C(=NC1)NC(N2C)=O